N-allylquinolin-2-amine C(C=C)NC1=NC2=CC=CC=C2C=C1